1-(6-amino-9H-purin-9-yl)propan NC1=C2N=CN(C2=NC=N1)CCC